ClC=1C=C(C=CC1)[C@@H]1[C@H](C1)C(=O)NC1=NC=CC(=C1)NCC1=CC=2C(=NC=C(C2)C2CC2)S1 (1S,2S)-2-(3-chlorophenyl)-N-(4-(((5-cyclopropylthieno[2,3-b]pyridin-2-yl)methyl)amino)pyridin-2-yl)cyclopropane-1-carboxamide